O[C@@]1(C(N(CC1)C)=O)C1=CC(=NO1)C1=NC(=CC(=C1)C)C1=NC(=NC=C1)S(=O)(=O)C |r| Rac-(R)-3-hydroxy-1-methyl-3-(3-(4-methyl-6-(2-(methylsulfonyl)pyrimidin-4-yl)pyridin-2-yl)isoxazol-5-yl)pyrrolidin-2-one